CN1C=NC=2C1=NC(=C(C2)OC2=C(C=C(C=C2)NC=2C1=C(N=CN2)C=CC(=N1)N1C[C@H](N(CC1)C(C=C)=O)C)C)C (R)-1-(4-(4-((4-((3,5-dimethyl-3H-imidazo[4,5-b]pyridin-6-yl)oxy)-3-methylphenyl)amino)pyrido[3,2-d]pyrimidin-6-yl)-2-methylpiperazin-1-yl)prop-2-en-1-one